C(C=1C(O)=CC=CC1)(=O)N(N)C(C(=O)N(N)C(C=1C(O)=CC=CC1)=O)=O oxalic acid-bis-(N-salicyloyl hydrazide)